(3,4-dicyano)diphenyl-terephthalamide C(#N)C1C(=C(C(=O)N)C=C(C1(C(=O)N)C#N)C1=CC=CC=C1)C1=CC=CC=C1